2-benzyl-2-dimethylamino-1-(4-chlorophenyl)-butane C(C1=CC=CC=C1)C(CC1=CC=C(C=C1)Cl)(CC)N(C)C